CP(N1CCC(CC1)N1CCOCC1)=O (methyl)(4-morpholinopiperidin-1-yl)phosphine oxide